C(CCCCCCCCCCC)(=O)NC(CN)=O N-lauroylglycine amide